6-(4-(((2,4-difluorophenyl)amino)methyl)-2-(6-methylpyridin-2-yl)-1H-imidazol-1-yl)imidazo[1,2-a]pyridine-3-carboxamide FC1=C(C=CC(=C1)F)NCC=1N=C(N(C1)C=1C=CC=2N(C1)C(=CN2)C(=O)N)C2=NC(=CC=C2)C